(Z)-N-(o-tolyl)benzimidoyl cyanide C1(=C(C=CC=C1)\N=C(\C1=CC=CC=C1)/C#N)C